α-D-glucopyranosyl-(1→3)-α-D-fructofuranose [C@H]1([C@H](O)[C@@H](O)[C@H](O)[C@H](O1)CO)O[C@@H]1[C@@](CO)(O)O[C@@H]([C@H]1O)CO